COCC(COC)C1OCCC1 1,3-dimethoxy-2-(2-tetrahydrofuryl)propane